COC(=O)C=1C=CC(=C(C1)C1CN(CCO1)C(=O)OC(C)(C)C)C tert-butyl 2-(5-(methoxycarbonyl)-2-methylphenyl)morpholine-4-carboxylate